O=C1NCCCC=CCC2CCC2CN2CC3(COC4=CC=C(C(C1)C(=O)O)C=C24)CCCC2=CC=CC=C23 14'-OXO-3,4-DIHYDRO-2H-SPIRO[NAPHTHALENE-1,23'-[21]OXA[1,13]DIAZATETRACYCLO[15.7.2.03,6.020,25]HEXACOSA[8,17,19,25]TETRAENE]-16'-CARBOXYLIC ACID